sodium (3,5-bis(methoxycarbonyl) phenyl) phosphonate P(OC1=CC(=CC(=C1)C(=O)OC)C(=O)OC)([O-])=O.[Na+]